N-(2-((5-bromo-2-chloropyrimidin-4-yl)amino)-6-fluorophenyl)methylsulfonamide BrC=1C(=NC(=NC1)Cl)NC1=C(C(=CC=C1)F)CNS(=O)=O